O1CCN(CC1)C1=NC(=NC(=C1)NC=1SC(=CN1)C=1OC(=NN1)C1=CC=CC=C1)NC=1C=C(C=CC1)O 3-((4-morpholino-6-((5-(5-phenyl-1,3,4-oxadiazol-2-yl)thiazol-2-yl)amino)pyrimidin-2-yl)Amino)phenol